1H-benzo[d]imidazole-2-amine trisuccinate C(CCC(=O)O)(=O)O.C(CCC(=O)O)(=O)O.C(CCC(=O)O)(=O)O.N1C(=NC2=C1C=CC=C2)N